5-(3-(3-methyl-2-oxohexahydrocyclopenta[d]imidazol-1(2H)-yl)piperidin-1-yl)pyrazine-2-carboxamide ethyl-2-formyl-1-((2-(trimethylsilyl)ethoxy)methyl)-1H-imidazole-4-carboxylate C(C)OC(=O)C=1N=C(N(C1)COCC[Si](C)(C)C)C=O.CN1C(N(C2C1CCC2)C2CN(CCC2)C=2N=CC(=NC2)C(=O)N)=O